BrC=1C=CC(=NC1)C(C(C)C)=O 1-(5-Bromo-2-pyridyl)-2-methyl-propan-1-one